methyl 2-(2-fluoro-4-((6-methoxyquinazolin-4-yl)oxy)phenyl)acetate FC1=C(C=CC(=C1)OC1=NC=NC2=CC=C(C=C12)OC)CC(=O)OC